NC1=NC2=CC(=CC=C2C=C1)CN(C(=O)C=1C=NC=CC1)[C@@H]1CCOC=2C1=NC=CC2 |r| rac-N-[(2-aminoquinolin-7-yl)methyl]-N-{2H,3H,4H-pyrano[3,2-b]pyridin-4-yl}pyridine-3-carboxamide